BrC1=CC(=C(C(=C1)F)C(CCC(=O)OC(C)(C)C)C#N)Cl tert-butyl 4-(4-bromo-2-chloro-6-fluorophenyl)-4-cyanobutanoate